2-fluoro-4-(3-methoxyoxetan-3-yl)pyridine FC1=NC=CC(=C1)C1(COC1)OC